C(CCC)NC1CC(CCC1)N N-butylcyclohexane-1,3-diamine